NC1=NC2=CC(=CC=C2C=C1Cl)CN(C(=O)C=1C=NC(=CC1)C#N)C=1C(=NC=CC1)S(=O)(=O)C N-[(2-amino-3-chloroquinolin-7-yl)methyl]-6-cyano-N-(2-methanesulfonylpyridin-3-yl)pyridine-3-carboxamide